C(C)(=O)C=1C=C(C=CC1)B(O)O 3-acetylphenylboronic acid